1-[(4-methoxy-2-methyl-phenyl)carbamothioyl]-3-[3-[3-[1-[4-(trifluoromethoxy)phenyl]-1H-1,2,4-triazol-3-yl]phenyl]propyl]urea COC1=CC(=C(C=C1)NC(=S)NC(=O)NCCCC1=CC(=CC=C1)C1=NN(C=N1)C1=CC=C(C=C1)OC(F)(F)F)C